FC(C=C(C(C(F)(F)F)(C(F)(F)F)F)F)(F)F 1,1,1,3,4,5,5,5-octafluoro-4-(trifluoromethyl)-2-pentene